C(C)C(CN1CN(CC(C1)(N)C)CC(CCCC)CC)CCCC 1,3-bis(2-ethylhexyl)-5-methylhexahydropyrimidine-5-amine